8-(2,6-Dimethoxy-4-propylphenyl)-7-trifluoromethylimidazo[1,2-a]pyridine COC1=C(C(=CC(=C1)CCC)OC)C=1C=2N(C=CC1C(F)(F)F)C=CN2